C(C(C#CC(CO)O)O)O 3-Hexyne-1,2,5,6-tetraol